2-((3-(2,6-Dioxopiperidin-3-yl)-1-methyl-1H-indazol-6-yl)oxy)-N-(3-hydroxy-cyclopentyl)acetamide O=C1NC(CCC1C1=NN(C2=CC(=CC=C12)OCC(=O)NC1CC(CC1)O)C)=O